C(#N)C(C)(C)C=1C=C(C(=NC1)C#N)[S@](=O)CC 5-(1-cyano-1-methyl-ethyl)-3-[(R)-ethylsulfinyl]pyridine-2-carbonitrile